2-ethyl-2-hexylcapric acid C(C)C(C(O)=O)(CCCCCCCC)CCCCCC